4-BROMO-1H-PYRAZOLE-5-CARBALDEHYDE BrC=1C=NNC1C=O